2-amino-4-oxo-5-(4-(trifluoromethyl)phenyl-2,3,5,6-d4)-4,5-dihydrofuran-3-yl-5-d phenylmethanesulfonate C1(=CC=CC=C1)CS(=O)(=O)OC1=C(OC(C1=O)([2H])C1=C(C(=C(C(=C1[2H])[2H])C(F)(F)F)[2H])[2H])N